FC=1C=CC2=C(NC(=NS2(=O)=O)NCC2=NC(=NO2)C)C1[C@@H](C)C1=C(C=CC=C1)F (S)-6-fluoro-5-(1-(2-fluorophenyl)ethyl)-3-(((3-methyl-1,2,4-oxadiazol-5-yl)methyl)amino)-4H-benzo[e][1,2,4]thiadiazine 1,1-dioxide